C(C1=CC=CC=C1)N(CCCCCCCC(=O)O)CCCCCCCC(=O)O 8-[benzyl(7-carboxyheptyl)amino]octanoic acid